(4aR,8aS)-6-(6-((5-(Trifluoromethyl)pyridin-2-yl)oxy)-2-azaspiro[3.3]heptane-2-carbonyl)hexahydro-2H-pyrido[4,3-b][1,4]oxazin-3(4H)-one FC(C=1C=CC(=NC1)OC1CC2(CN(C2)C(=O)N2C[C@@H]3[C@@H](OCC(N3)=O)CC2)C1)(F)F